C1(=CC=C(C=C1)C=1CC(=NNC1)C(=O)N)C 5-(p-tolyl)-1,4-dihydropyridazine-3-carboxamide